COC=1N=C2C(=CC=NC2=CC1OC)OC1=CC=C(C=C1)NC(=O)C=1C(=NC(=C(C1O)C1=CC=C(C=C1)F)C)C N-[4-[(6,7-Dimethoxy-1,5-naphthyridin-4-yl)oxy]phenyl]-5-(4-fluorophenyl)-4-hydroxy-2,6-dimethylpyridine-3-carboxamide